N1=C(C=CC=2CCCNC12)CCCCO[C@H]1CN(CC1)CC(=O)O 2-((R)-3-(4-(5,6,7,8-tetrahydro-1,8-naphthyridin-2-yl)butoxy)pyrrolidin-1-yl)acetic acid